5-(((S)-Azetidin-2-yl)methoxy)-2-methyl-N-(1-(7-(5-(1-(pyrrolidin-1-yl)ethyl)thiophen-2-yl)quinolin-5-yl)cyclopropyl)benzamide N1[C@@H](CC1)COC=1C=CC(=C(C(=O)NC2(CC2)C2=C3C=CC=NC3=CC(=C2)C=2SC(=CC2)C(C)N2CCCC2)C1)C